5-(4-(4-(2,6-dioxopiperidin-3-yl)-3,5-difluorophenyl)piperazin-1-yl)-3-fluoropicolinaldehyde O=C1NC(CCC1C1=C(C=C(C=C1F)N1CCN(CC1)C=1C=C(C(=NC1)C=O)F)F)=O